(di-p-tolyl (thiophenyl) phosphite)-tris(o-tolyl (thiophenyl) phosphite) C1(=C(C=CC=C1)P(O)(O)(O)C=1SC=CC1)C.C1(=C(C=CC=C1)P(O)(O)(O)C=1SC=CC1)C.C1(=C(C=CC=C1)P(O)(O)(O)C=1SC=CC1)C.C1(=CC=C(C=C1)C=1C(=C(SC1)P(O)(O)O)C1=CC=C(C=C1)C)C